N1(CCCC1)C1=C(CN2CC3(CC2)CCN(CC3)C(=O)N3N=C(C=C3)NS(=O)(=O)C)C=CC(=C1)C(F)(F)F N-(1-(2-(2-(Pyrrolidin-1-yl)-4-(trifluoromethyl)benzyl)-2,8-diazaspiro[4.5]decane-8-carbonyl)-1H-pyrazol-3-yl)methanesulfonamide